NC1=NC=CC=C1C1=CC(=NO1)CC1=CC=C(CNC2=NC(=NC=C2)C)C=C1 N-(4-((5-(2-aminopyridin-3-yl)isoxazol-3-yl)methyl)benzyl)-2-methylpyrimidine-4-amine